3-p-chlorophenoxyl-1,2-propanediol ClC1=CC=C(OCC(CO)O)C=C1